FC1(CN(C2(C1O)C=CCC2)C(CCC2CC(C2)(F)F)=O)F 1-(3,3-difluoro-4-hydroxy-1-azaspiro[4.4]nonen-1-yl)-3-(3,3-difluorocyclobutyl)propan-1-one